N1-(2-ethoxyphenyl)-N2-(2-ethylphenyl)-ethanediamide C(C)OC1=C(C=CC=C1)NC(C(=O)NC1=C(C=CC=C1)CC)=O